ClC=1C(=CC(=NC1)C1CC(C1)(F)F)C1=CCC(CC1)C(F)(F)F 5-Chloro-2-(3,3-difluorocyclobutyl)-4-[4-(trifluoromethyl)cyclohex-1-en-1-yl]pyridine